C(C1=CC=CC=C1)OC1=C(C(=O)N2CC3=C(C=CC=C3CC2)NC2CN(CC2)C(=O)N(C)C)C(=CC(=C1)O)O 3-((2-(2-(Benzyloxy)-4,6-dihydroxybenzoyl)-1,2,3,4-tetrahydroisoquinolin-8-yl)amino)-N,N-dimethylpyrrolidine-1-carboxamide